C[C@@]1(C(NCC1)=O)C=1OC(=NN1)C1=C2N(N=C1NC1=NC=C(C=C1)C(F)(F)F)CCC2 (S)-3-Methyl-3-(5-(2-((5-(trifluoromethyl)pyridin-2-yl)amino)-5,6-dihydro-4H-pyrrolo[1,2-b]pyrazol-3-yl)-1,3,4-oxadiazol-2-yl)pyrrolidin-2-one